C(CCCCCCC)C(CCCCCCCC)N1C2=CC=CC=C2C=2C=CC=CC12 9-(1-octyl-nonyl)-9H-carbazole